methyl 3-(2-(1,3-dioxolan-2-yl)-3-((4-methoxybenzyl)oxy)phenyl)-1-ethyl-1H-pyrazole-5-carboxylate O1C(OCC1)C1=C(C=CC=C1OCC1=CC=C(C=C1)OC)C1=NN(C(=C1)C(=O)OC)CC